5-(7,8-dimethyl-[1,2,4]triazolo[1,5-a]pyridin-6-yl)-6-isopropyl-4H-pyrrolo[3,2-d]thiazole-2,4-dicarboxylic acid 4-(tert-butyl) 2-methyl ester COC(=O)C=1SC2=C(N1)C(=C(N2C(=O)OC(C)(C)C)C=2C(=C(C=1N(C2)N=CN1)C)C)C(C)C